2-[4-(bromomethyl)phenyl]-4-(difluoromethoxy)pyridine BrCC1=CC=C(C=C1)C1=NC=CC(=C1)OC(F)F